Cl.N1(CCOCC1)S(=O)(=O)C1=C(C=CC=C1)CN 1-[2-(morpholin-4-ylsulfonyl)phenyl]methylamine hydrochloride